4-(2-(5-chloro-2-fluorophenyl)-6,7-dihydro-8H-pyrimido[5,4-b][1,4]oxazin-8-yl)-N-(2-hydroxyethyl)nicotinamide ClC=1C=CC(=C(C1)C=1N=CC=2OCCN(C2N1)C1=CC=NC=C1C(=O)NCCO)F